benzyl N-[3-[3-[2-(2-hydroxyethyl)triazol-4-yl]-1-tetrahydropyran-2-yl-indazol-5-yl]oxypropyl]carbamate OCCN1N=CC(=N1)C1=NN(C2=CC=C(C=C12)OCCCNC(OCC1=CC=CC=C1)=O)C1OCCCC1